OC(C(=O)O)C1=CC=CC=C1 α-hydroxyphenylacetic acid